trans-crotononitrile C(\C=C\C)#N